NC1(CS(C1)(=O)=O)C1=CC=C(C=C1)C=1C2=C(N=C(N1)N1[C@@H](CC1)C(F)F)C(CC2)(F)F (S)-3-amino-3-(4-(2-(2-(difluoromethyl)azetidin-1-yl)-7,7-difluoro-6,7-dihydro-5H-cyclopenta[d]pyrimidin-4-yl)phenyl)thietane 1,1-dioxide